C1(=CC=C(C=C1)C1=CC=CC=2C3=C(SC21)C(=CC=C3)C3=CC=C(C=C3)C3=CC(=CC=C3)C3=NC(=NC(=N3)C3=CC=CC=C3)C3=CC=CC=C3)C3=CC=CC=C3 2-{4'-(6-(1,1'-biphenyl-4-yl)-dibenzothiophen-4-yl)-1,1'-biphenyl-3-yl}-4,6-diphenyl-1,3,5-triazine